FC1=CC=C(C=C1)N=C=O 1-fluoro-4-isocyanatobenzene